C(C)(C)C1=C(C=CC=C1)C1=NC=C2NC(N(C2=N1)CC1=CC=C(C=C1)N1N=C(C=C1C#N)C#N)=O 1-(4-((2-(2-isopropylphenyl)-8-oxo-7,8-dihydro-9H-purin-9-yl)methyl)phenyl)-1H-pyrazole-3,5-dicarbonitrile